3-(benzyloxy)-2-{[(3-cyclohexylpropanoyl)oxy]methyl}propyl 3-cyclohexylpropanoate C1(CCCCC1)CCC(=O)OCC(COCC1=CC=CC=C1)COC(CCC1CCCCC1)=O